N1=CN=C(C2=CC=CC=C12)N1CCN(CC1)C(=O)C1CN(CCC1)S(=O)(=O)C1=CC=C(C=C1)CC(=O)N (4-((3-(4-(quinazolin-4-yl)piperazine-1-carbonyl)piperidin-1-yl)sulfonyl)phenyl)acetamide